N1(C=CN=CC=C1)C(=O)OC(C)(C)C tert-Butyl 1,4-diazepine-1-carboxylate